I(=O)(=O)(=O)O.[Na] sodium periodic acid